C(C1=CC=CC=C1)[C@H]1N(CCN(C1)S(=O)(=O)C)C=1C=C2C(=CN1)N(N=C2)C=2C(=C(C(=C(C2)C(F)(F)F)F)O)F (R)-3-(5-(2-Benzyl-4-(methylsulfonyl)piperazin-1-yl)-1H-pyrazolo[3,4-c]pyridin-1-yl)-2,6-difluoro-5-(trifluoromethyl)phenol